2-fluoro-5-glycyl-4-methoxybenzonitrile HCl salt Cl.FC1=C(C#N)C=C(C(=C1)OC)C(CN)=O